(3R,8aS)-3-(((4-methoxybenzyl)thio)methyl)-2-tosyloctahydropyrrolo[1,2-a]pyrazine COC1=CC=C(CSC[C@@H]2N(C[C@H]3N(C2)CCC3)S(=O)(=O)C3=CC=C(C)C=C3)C=C1